N-((5-(4-methylpiperazin-1-yl)thiophen-2-yl)methyl)-4,9-dioxo-4,9-dihydrothiazolo[5,4-g]isoquinoline-2-carboxamide CN1CCN(CC1)C1=CC=C(S1)CNC(=O)C=1SC=2C(C=3C=CN=CC3C(C2N1)=O)=O